BrC=1C=NN2C1N=CC(=C2)C(=O)N2CCCCC2 (3-bromopyrazolo[1,5-a]pyrimidin-6-yl)(piperidin-1-yl)methanone